ClCCC=C(CC=C)C 7-chloro-4-methylhept-1,4-diene